ClC=1C(=CC=C2N=CC(=NC12)C=1C=NN(C1)C1CC(C1)O)OC=1C=CC2=C(NC(=N2)C)C1 (1r,3r)-3-(4-(8-Chloro-7-((2-methyl-1H-benzo[d]imidazol-6-yl)oxy)quinoxalin-2-yl)-1H-pyrazol-1-yl)cyclobutanol